C(#N)C1=C(N=C2N(C1=O)C=C(C=C2C(C)NC2=C(C(=O)O)C=CC=C2)C)N2CCCCC2 2-((1-(3-cyano-7-methyl-4-oxo-2-(piperidin-1-yl)-4H-pyrido[1,2-a]pyrimidin-9-yl)ethyl)amino)benzoic acid